[Na+].O[C@@H]1C[C@H]2[C@H](CC3=CC=CC(=C3C2)OCC(=O)[O-])[C@H]1CC[C@H](CCCCC)O 2-((1R,2R,3aS,9aS)-2-hydroxy-1-((S)-3-hydroxyoctyl)-2,3,3a,4,9,9a-hexahydro-1H-cyclopenta[b]naphthalen-5-yloxy)acetic acid, sodium salt